CN(C=1C=C(C=CC1)PC1=C(C(=CC=C1)OC)C1=C(C=CC=C1OC)PC1=CC(=CC=C1)N(C)C)C (S)-2,2'-bis(dl-m-dimethylaminophenylphosphino)-6,6'-dimethoxy-1,1'-biphenyl